ClC1=C(C(=CC=C1)F)NC(=O)C1=CC(=C(C=C1O[C@H](C(F)(F)F)C)N1N=CN(C1=O)CC=C)F 1-(4-[(2-chloro-6-fluorophenyl)carbamoyl]-2-fluoro-5-{[(2S)-1,1,1-trifluoropropan-2-yl]oxy}phenyl)-5-oxo-4-(prop-2-en-1-yl)-4,5-dihydro-1H-1,2,4-triazole